CN1N=C2C=CC(=CC2=C1)C=1SC2=C(N1)C=CC(=C2)C=2CCNCC2 2-(2-methyl-2H-indazol-5-yl)-6-(1,2,3,6-tetrahydropyridin-4-yl)-1,3-benzothiazole